FC1=NC=C(C=C1NC(=O)C=1C=NN2C1C=NC(=C2)C=2C=NN(C2)C)NC(CN2[C@H](CCC2)COC)=O (R)-N-(2-fluoro-5-(2-(2-(methoxymethyl)pyrrolidin-1-yl)acetamido)pyridin-3-yl)-6-(1-methyl-1H-pyrazol-4-yl)pyrazolo[1,5-a]pyrazine-3-carboxamide